ClC=1N=CC2=C(N1)C=NC(=C2)C2=C(C(=CC(=C2C2CC2)OC)OC)Cl 2-chloro-6-(2-chloro-6-cyclopropyl-3,5-dimethoxyphenyl)pyrido[3,4-d]pyrimidine